N(C1=CC=C(C=C1)C)[Li] p-toluidinyllithium